NCCNC(C1=C(C=C(C=C1)NC=1C=2N(C=CN1)C(=CN2)C2=C(C(=C(C=C2)OC)F)F)C)=O N-(2-aminoethyl)-4-[[3-(2,3-difluoro-4-methoxy-phenyl)imidazo[1,2-a]pyrazin-8-yl]amino]-2-methyl-benzamide